1,5-dimethyl-3-oxo-2-phenyl-N-[4-[(6-piperazin-1-yl-1,7-naphthyridin-4-yl)oxy]phenyl]pyrazole-4-carboxamide CN1N(C(C(=C1C)C(=O)NC1=CC=C(C=C1)OC1=CC=NC2=CN=C(C=C12)N1CCNCC1)=O)C1=CC=CC=C1